C(CC)[C@@H]1CC[C@H](CC1)[C@@H]1CC[C@H](CC1)C(=O)O trans-4-(trans-4'-propylcyclohexyl)cyclohexyl-formic acid